(2-(1-Oxo-3,4,6,7,8,9-hexahydropyrazino[1,2-a]indol-2(1H)-yl)-4-(4,4,5,5-tetramethyl-1,3,2-dioxaborolan-2-yl)pyridin-3-yl)methyl acetate C(C)(=O)OCC=1C(=NC=CC1B1OC(C(O1)(C)C)(C)C)N1C(C=2N(C=3CCCCC3C2)CC1)=O